2-Chloro-3-(1-cyclopropyl-1H-pyrazol-4-yl)-5-(4-(difluoromethyl)phenyl)pyrazine ClC1=NC=C(N=C1C=1C=NN(C1)C1CC1)C1=CC=C(C=C1)C(F)F